Cl.FC1(OC2=C(O1)C=CC(=C2)C2(CC2)C(=O)NC2=CC=C(C(=N2)C=2C=C(C(=O)O)C=CC2)C)F 3-(6-(1-(2,2-difluorobenzo[d][1,3]dioxol-5-yl)cyclopropanecarboxamido)-3-methylpyridin-2-yl)benzoic acid HCl